4-(oxetan-3-yl)piperazin-2-one O1CC(C1)N1CC(NCC1)=O